(5S)-3-(6-bromopyridin-2-yl)-5-methyl-6,7-dihydro-5H-pyrrolo[2,1-c][1,2,4]triazole BrC1=CC=CC(=N1)C=1N2C(=NN1)CC[C@@H]2C